γ-(methoxymethyl)dimethoxysilylpropylisocyanate COC[Si](CCCN=C=O)(OC)OC